Cl.O=C1C(O)=C(O)[C@H](O1)[C@@H](O)CO Ascorbic acid-HCl